2-hydroxy-5-[2,3-dimethyl-4-(4-hydroxy-3-methoxyphenyl)butyl]phenolate OC1=C(C=C(C=C1)CC(C(CC1=CC(=C(C=C1)O)OC)C)C)[O-]